ethyl-propyl-acrolein C(C)C(C(=O)CCC)=C